1-(1-methyl-1H-benzimidazol-2-yl)ethan-1-amine CN1C(=NC2=C1C=CC=C2)C(C)N